4-butyrylpiperidine-1-carboxylic acid C(CCC)(=O)C1CCN(CC1)C(=O)O